tert-butyl 3-[tert-butyl(dimethyl)silyl]oxy-4-[5-methyl-4-(4,4,5,5-tetramethyl-1,3,2-dioxaborolan-2-yl)pyrazol-1-yl]piperidine-1-carboxylate [Si](C)(C)(C(C)(C)C)OC1CN(CCC1N1N=CC(=C1C)B1OC(C(O1)(C)C)(C)C)C(=O)OC(C)(C)C